1-(3-(2,3-Dichlorophenyl)-1H-pyrazolo[3,4-b]pyrazin-6-yl)-4-methylpiperidin-4-amine TFA salt OC(=O)C(F)(F)F.ClC1=C(C=CC=C1Cl)C1=NNC2=NC(=CN=C21)N2CCC(CC2)(N)C